N-(4-chloro-3-(cis-2-(difluoromethyl)cyclobutyl)phenyl)-3-methyl-6-azabicyclo[3.1.1]heptane-6-carboxamide ClC1=C(C=C(C=C1)NC(=O)N1C2CC(CC1C2)C)[C@H]2[C@H](CC2)C(F)F